hydroxy((methyl)phosphono)-DL-homoalanine ON([C@@H](CC)C(=O)O)P(=O)(OC)O |r|